methyl 6-[(1R)-2-benzyloxy-1-methyl-pent-4-enoxy]-3-nitro-5-(trifluoromethyl)pyridine-2-carboxylate C(C1=CC=CC=C1)OC([C@H](OC1=C(C=C(C(=N1)C(=O)OC)[N+](=O)[O-])C(F)(F)F)C)CC=C